FC=1C=C(C=C2C(=C(NC12)C1=CC=C(C=C1)F)C1CC(C1)N)C(F)(F)F 3-[7-fluoro-2-(4-fluorophenyl)-5-(trifluoromethyl)-1H-indol-3-yl]cyclobutylamine